FC(C=1C=C(C(=C(C#N)C1)C)OC1=C(N=CN(C1=O)CC1C(N=C(N=C1C)C)=O)C(CF)(F)F)F 5-(difluoromethyl)-3-((1-((2,6-dimethyl-4-oxo-4,5-dihydropyrimidin-5-yl)methyl)-6-oxo-4-(1,1,2-trifluoroethyl)-1,6-dihydropyrimidin-5-yl)oxy)-2-methylbenzonitrile